2-[(3-chloro-4-fluorophenyl)-[3-(trifluoromethyl)cyclopentyl]oxymethyl]-5-methyl-4-methylsulfonyl-1H-imidazole ClC=1C=C(C=CC1F)C(C=1NC(=C(N1)S(=O)(=O)C)C)OC1CC(CC1)C(F)(F)F